tert-butyl-2'-{6-amino-5-[(1R)-1-(pyridin-4-yl)ethoxy]pyridin-3-yl}-5',6'-dihydrospiro[pyrrolidine-3,4'-pyrrolo[1,2-b]pyrazole]-1-carboxylate C(C)(C)(C)OC(=O)N1CC2(CCN3N=C(C=C32)C=3C=NC(=C(C3)O[C@H](C)C3=CC=NC=C3)N)CC1